1-benzylcyclopropane-1-carboxylic acid C(C1=CC=CC=C1)C1(CC1)C(=O)O